ClC1=C(CNC(=O)C2C=3C=CC=NC3C(CC2)=C)C=CC(=C1F)F N-(2-chloro-3,4-difluorobenzyl)-8-methylene-5,6,7,8-tetrahydroquinoline-5-carboxamide